O[C@@H](CCCCCCC(C(=O)O)(C)C)[C@H](CCCCCCC(C(=O)O)(C)C)O (9S,10S)-9,10-dihydroxy-2,2,17,17-tetramethyloctadecanedioic acid